ClC1=C2C(=NC=C1C(=O)NC1CCC3=CC=CC=C13)NC=C2 4-chloro-N-(2,3-dihydro-1H-inden-1-yl)-1H-pyrrolo[2,3-b]pyridine-5-carboxamide